COC=1C=C(C=C(C1)OC)CNC=1C=2N(C3=CC(=CC=C3N1)C(=O)O)C=NC2 4-[(3,5-dimethoxyphenyl)methylamino]imidazo[1,5-a]quinoxaline-8-carboxylic acid